N-cyclopropyl-2-fluoro-5-(5-((1-(hydroxymethyl)cyclopropyl)amino)-6-(2-methyl-2H-1,2,3-triazol-4-yl)pyrazin-2-yl)-4-methylbenzamide C1(CC1)NC(C1=C(C=C(C(=C1)C1=NC(=C(N=C1)NC1(CC1)CO)C1=NN(N=C1)C)C)F)=O